methyl 1-(8,11-dioxadispiro[3.2.47.24]tridecan-2-ylamino)cyclohexanecarboxylate C1C(CC12CCC1(OCCO1)CC2)NC2(CCCCC2)C(=O)OC